ClC=1C=C2C=C(NC2=CC1C=1N=C2C=CN(C2=CC1)C)CNC(C)=O N-{[5-chloro-6-(1-methyl-1,4-diaza-1H-inden-5-yl)-2-indolyl]methyl}acetamide